(R)-2-cyclopropyl-3-isobutoxy-7-isopropyl-11-oxo-6,7-dihydro-11H-dipyrido[1,2-d:2',3'-f][1,4]oxazepine-10-carboxylic acid C1(CC1)C=1C(=CC2=C(C=3N([C@@H](CO2)C(C)C)C=C(C(C3)=O)C(=O)O)N1)OCC(C)C